1-[(1S,9S)-4-methoxy-17-methyl-17-azatetracyclo[7.5.3.01,10.02,7]heptadeca-2(7),3,5-trien-5-yl]-N-methylpiperidine-3-carboxamide COC1=CC=2[C@@]34C([C@H](CC2C=C1N1CC(CCC1)C(=O)NC)N(CC4)C)CCCC3